2-(4,4-difluoroazepan-1-yl)-4,6-dimethyl-5-(trifluoromethyl)nicotinamide FC1(CCN(CCC1)C1=C(C(=O)N)C(=C(C(=N1)C)C(F)(F)F)C)F